C12(C(C(C(C(N1C(C(C(C2(F)F)(F)F)(F)F)(F)F)(C(F)(F)F)F)(F)F)(F)F)(F)F)F The molecule is an organofluorine compound that is 4-methylquinolizidine in which all of the hydrogens are replaced by fluorines. It has a role as a blood substitute. It derives from a 4-methylquinolizidine.